Nitrophthalat [N+](=O)([O-])C1=C(C(C(=O)[O-])=CC=C1)C(=O)[O-]